C(C1=CC=CC=C1)(=O)OC=1C(=CC(=CC1)C(C)(C)C)OC(C1=CC=CC=C1)=O 4-tert-butyl-1,2-benzenediol dibenzoate